methoxy-2-oxo-2H-pyran COC=1C(OC=CC1)=O